6-(2-chlorophenyl)-8-methyl-2-(methylsulfanyl)-7-oxopyrido[2,3-d]pyrimidin-5-yl trifluoromethanesulfonate FC(S(=O)(=O)OC1=C(C(N(C=2N=C(N=CC21)SC)C)=O)C2=C(C=CC=C2)Cl)(F)F